(3-methoxy-4-methylphenyl)-4-(2-oxo-2,3-dihydro-1H-1,3-benzodiazol-1-yl)piperidine-1-carboxamide COC=1C=C(C=CC1C)C1N(CCC(C1)N1C(NC2=C1C=CC=C2)=O)C(=O)N